N-(Imidazo[1,2-a]pyridin-7-ylmethyl)-4-(((1-methyl-1H-pyrazol-3-yl)methyl)sulfonyl)-3-((4-((2-(piperidin-1-yl)ethyl)carbamoyl)phenyl)ethynyl)benzamide N=1C=CN2C1C=C(C=C2)CNC(C2=CC(=C(C=C2)S(=O)(=O)CC2=NN(C=C2)C)C#CC2=CC=C(C=C2)C(NCCN2CCCCC2)=O)=O